C(C)(C)NC(OCC(COC=1C=2N(N=C(C1)C=1C(=NC(=NC1)OC)OC)N=CN2)(F)F)=O 3-((6-(2,4-dimethoxypyrimidin-5-yl)-[1,2,4]triazolo[1,5-b]pyridazin-8-yl)oxy)-2,2-difluoropropyl isopropylcarbamate